rac-(1S*,2S*)-N-(4-chloropyrimidin-2-yl)-2-(4-methylpyrimidin-2-yl)cyclopropane-1-carboxamide ClC1=NC(=NC=C1)NC(=O)[C@@H]1[C@H](C1)C1=NC=CC(=N1)C |r|